S(=O)(=O)(C1=CC=C(C)C=C1)N1C(CCC1)C(=O)N 1-tosylpyrrolidine-2-carboxamide